C=C(C)C=1N=C(C2=C(N1)C=CO2)NC=2N=CN(C2)C2=CC(=C(C(=C2)OC)OC)OC 2-(prop-1-en-2-yl)-N-(1-(3,4,5-trimethoxyphenyl)-1H-imidazol-4-yl)furo[3,2-d]pyrimidin-4-amine